(2R)-1-(4-{6-chloro-2-[(1-cyclopropyl-5-methyl-1H-pyrazol-4-yl)amino]quinazolin-7-yl}piperidin-1-yl)-3-methoxypropan-2-ol ClC=1C=C2C=NC(=NC2=CC1C1CCN(CC1)C[C@H](COC)O)NC=1C=NN(C1C)C1CC1